ethyl acetoacetate aluminum diisopropoxide (ethyl-acetoacetate) C(C)CC(CC(=O)[O-])=O.CC([O-])C.CC([O-])C.[Al+3].C(CC(=O)C)(=O)OCC